C1(C2C(CCC1)O2)C(=O)OCC21C(CCCC2)O1 2-epoxycyclohexylmethyl 3,2-epoxycyclohexyl-carboxylate